FC1=C2C=C(NC2=CC(=C1)F)C(=O)N1[C@@H]([C@H]2C([C@H]2C1)(C)C)C(=O)N[C@H](C=O)C[C@H]1C(NCC1)=O (1R,2S,5S)-3-(4,6-difluoro-1H-indole-2-carbonyl)-6,6-dimethyl-N-((S)-1-oxo-3-((S)-2-oxopyrrolidin-3-yl)propan-2-yl)-3-azabicyclo[3.1.0]hexane-2-carboxamide